t-butyl peracetate C(C)(=O)OOC(C)(C)C